2-[(4-bromo-2-methyl-pyrazol-3-yl)methoxy]ethanol BrC1=C(N(N=C1)C)COCCO